BrC1=CC=CC=2C=3N(C(=NC12)N[C@H](C)C(=O)NCCN1CCCCC1)N=C(N3)C3=CC=C(C=C3)OC N2-[7-bromo-2-(4-methoxyphenyl)[1,2,4]triazolo[1,5-c]quinazolin-5-yl]-N-[2-(piperidin-1-yl)ethyl]-D-alaninamide